O1[C@@H](CCC=C1)[C@H](C)NS(=O)C(C)(C)C N-[(1S)-1-[(2S)-3,4-dihydro-2H-pyran-2-yl]ethyl]-2-methyl-propane-2-sulfinamide